OCCCCC[C@@H](C)[C@H]1CC[C@@]2([C@@]1(CC=C1[C@]3(CC[C@@H](C([C@@H]3CC=C21)(C)C)O)C)C)C (1R,3aR,5aR,7S,9aS,11aR)-1-[(2R)-7-hydroxyheptan-2-yl]-3a,6,6,9a,11a-pentamethyl-2,3,3a,5,5a,6,7,8,9,9a,11,11a-dodecahydro-1H-cyclopenta[1,2-a]phenanthren-7-ol